CC1CCCC=2C=CC=C(C12)N1CC=2N=CN=CC2CC1 7-(8-methyl-5,6,7,8-tetrahydronaphthalen-1-yl)-5,6,7,8-tetrahydropyrido[3,4-d]pyrimidine